C(C)N(C(C1=CC=C(C=C1)C=1OC=CC1)=O)CC1=C(COC2=CC=C(C=C2)CC(=O)O)C=CC=C1 2-(4-((2-((N-Ethyl-4-(furan-2-yl)benzamido)methyl)benzyl)oxy)phenyl)acetic acid